COC(CN)(OC)OC 2,2,2-trimethoxyethan-1-amine